(S)-1-amino-2-(1-(but-2-ynoyl)piperidin-2-yl)-4-(4-((4-phenylpyridin-2-yl)carbamoyl)phenyl)-1H-imidazole-5-carboxamide NN1C(=NC(=C1C(=O)N)C1=CC=C(C=C1)C(NC1=NC=CC(=C1)C1=CC=CC=C1)=O)[C@H]1N(CCCC1)C(C#CC)=O